BrC1=CC=C2N=CC(=NC2=C1)C[2H] 7-bromo-2-(methyl-d)quinoxaline